5-[4-(1-hydroxy-1-methyl-ethyl)-1-piperidyl]-2,7-naphthyridin OC(C)(C)C1CCN(CC1)C1=C2C=CN=CC2=CN=C1